(S)-5-(4'-chloro-2'-methoxy-3,4,5,6-tetrahydro-2H-[1,3']bipyridinyl-4-yl)-7-(2-cyclopropyl-benzyl)-2,4-dimethyl-2,4,5,7-tetrahydro-pyrazolo[3,4-d]pyrimidin-6-one ClC1=C(C(=NC=C1)OC)N1CCC(CC1)N1C(N(C=2C([C@@H]1C)=CN(N2)C)CC2=C(C=CC=C2)C2CC2)=O